N,7-dibenzyl-1-isobutyloctahydro-3aH-3,6-methanopyrrolo[3,2-b]pyridine-3a-carboxamide C(C1=CC=CC=C1)NC(=O)C12NCC3C(C1N(CC2C3)CC(C)C)CC3=CC=CC=C3